F[C@@H]1[C@H]2N([C@@H]([C@@H]1C[C@H]2O)C(=O)OC)C(=O)OC(C)(C)C 2-(tert-butyl) 3-methyl (1S,3S,4S,6R,7S)-7-fluoro-6-hydroxy-2-azabicyclo[2.2.1]heptane-2,3-dicarboxylate